CONCC1=CC=C(C=C1)OC N-methoxy-(4-methoxybenzyl)amine